1-cyclobutyl-N-((7-(5-(difluoromethyl)-1,3,4-oxadiazol-2-yl)imidazo[1,2-a]pyridin-2-yl)methyl)-N-phenylazetidine-3-carboxamide C1(CCC1)N1CC(C1)C(=O)N(C1=CC=CC=C1)CC=1N=C2N(C=CC(=C2)C=2OC(=NN2)C(F)F)C1